(S)-2-(difluoromethyl)-N-(3-(1-((1-methyl-1H-pyrazolo[3,4-b]pyrazin-6-yl)amino)ethyl)phenyl)thiazole-5-carboxamide FC(C=1SC(=CN1)C(=O)NC1=CC(=CC=C1)[C@H](C)NC1=CN=C2C(=N1)N(N=C2)C)F